O[C@H]1[C@H](OC[C@@H]([C@H]1O)NC1=NC(=CN=C1)C(F)(F)F)CNC(CC1=CC=C(OCC(=O)O)C=C1)=O 2-(4-(2-((((2R,3R,4R,5S)-3,4-dihydroxy-5-((6-(trifluoromethyl)pyrazin-2-yl)amino)tetrahydro-2H-pyran-2-yl)methyl)amino)-2-oxoethyl)phenoxy)acetic acid